1-(4-vinylbenzyl)-3,3'-tetramethylenebis(5-amino-1H-1,2,4-triazole) C(=C)C1=CC=C(CC(CCCC2=NNC(=N2)N)C2=NNC(=N2)N)C=C1